C1(CCCC1)OC1=NC=CC=C1C=1C=C2CCC(OC2=CC1)CCC(=O)OCC ethyl 3-[6-(2-cyclopentyloxy-pyridin-3-yl)-chroman-2-yl]-propionate